NC1=NC=CC=C1C1=NC=2C(=NC(=CC2)C2=CC(=CC=C2)F)N1C1=CC=C(CN2CCN(CC2)C2=NC=CC(=N2)C#N)C=C1 2-(4-(4-(2-(2-aminopyridin-3-yl)-5-(3-fluorophenyl)-3H-imidazo[4,5-b]pyridin-3-yl)benzyl)piperazin-1-yl)pyrimidine-4-carbonitrile